C12N(CC(CC1)CC2)CCNC(=O)C=2C=C(C(=NC2)C)NC(=O)C=2C=NN1C2SC(=C1)C=1C=NN(C1)C(F)F N-(5-((2-(2-azabicyclo[2.2.2]octan-2-yl)ethyl)carbamoyl)-2-methylpyridin-3-yl)-2-(1-(difluoromethyl)-1H-pyrazol-4-yl)pyrazolo[5,1-b]thiazole-7-carboxamide